7-(4-fluorophenyl)-2-methoxy-3-(4-methyl-1H-imidazol-1-yl)-9H-fluoren-9-one FC1=CC=C(C=C1)C1=CC=C2C=3C=C(C(=CC3C(C2=C1)=O)OC)N1C=NC(=C1)C